(3-methoxy-4-nitrophenyl)-1H-1,2,4-triazole COC=1C=C(C=CC1[N+](=O)[O-])N1N=CN=C1